COC1=CC=C2C=3C=CN=C(C3N(C2=C1)CCC(=O)N)C 3-(7-Methoxy-1-methyl-β-carbolin-9-yl)propionamide